OC=1C=C(C=NC2=NN=C(S2)C=2C=C(C(O)=CC2)O)C=CC1O 4-{5-[(3,4-dihydroxybenzylidene)amino]-1,3,4-thiadiazol-2-yl}catechol